4-amino-N-(3,3-difluorocyclobutyl)-7-fluoro-N-[[5-(trifluoromethyl)-2-pyridyl]methyl]imidazo[1,5-a]quinoxaline-8-carboxamide NC=1C=2N(C3=CC(=C(C=C3N1)F)C(=O)N(CC1=NC=C(C=C1)C(F)(F)F)C1CC(C1)(F)F)C=NC2